2-[4-[6-[5-(3,4-difluorophenyl)-1H-imidazol-4-yl]-3-quinolyl]pyrazol-1-yl]ethanamine FC=1C=C(C=CC1F)C1=C(N=CN1)C=1C=C2C=C(C=NC2=CC1)C=1C=NN(C1)CCN